NC1=CC=C(C(=O)NS(=O)(=O)C2=CC=CC=C2)C=C1 4-amino-N-(benzenesulfonyl)benzamide